OC1=C(C(=O)NC2=CC=CC3=C(C=CC=C23)NC(C2=C(C(=CC=C2)O)O)=O)C=CC=C1O 1,5-Bis(2,3-dihydroxybenzamido)naphthalene